COC=1C=C(C=CC1OC)C1(CC1)CN (1-(3,4-Dimethoxyphenyl)cyclopropyl)methanamine